3-fluoro-N-(4-(1-(methylsulfonyl)-1,2,3,6-tetrahydropyridin-4-yl)phenyl)-5,7-dihydro-6H-pyrrolo[3,4-b]pyridine-6-carboxamide FC=1C=C2C(=NC1)CN(C2)C(=O)NC2=CC=C(C=C2)C=2CCN(CC2)S(=O)(=O)C